2-([5-(3,5-Diethoxyphenyl)-1-(1-methyl-1H-indazol-7-yl)-1H-pyrazol-3-yl]methoxy)-2-methylpropanoic acid C(C)OC=1C=C(C=C(C1)OCC)C1=CC(=NN1C=1C=CC=C2C=NN(C12)C)COC(C(=O)O)(C)C